C(C1=CC=CC=C1)N(CCCCCCSC1=C2CN(C(C2=CC=C1)=O)C1C(NC(CC1)=O)=O)C 3-(4-((6-(benzyl(methyl)amino)hexyl)thio)-1-oxoisoindolin-2-yl)piperidine-2,6-dione